(tert-butyl 15-(4-amino-2-butyl-1H-imidazo[4,5-c]quinolin-1-yl)-14,14-dimethyl-3,6,9,12-tetraoxapentadecyl) carbamate C(N)(OC(COCCOCCOCCOCC(CN1C(=NC=2C(=NC=3C=CC=CC3C21)N)CCCC)(C)C)C(C)(C)C)=O